6-amino-3-(difluoromethyl)pyridinecarbonitrile NC1=CC=C(C(=N1)C#N)C(F)F